BrC1=CC=C(C(=N1)NC(=O)[C@H]1N(C[C@H](C1)C)C(=O)OC(C)(C)C)C Tert-butyl (2S,4S)-2-((6-bromo-3-methylpyridin-2-yl) carbamoyl)-4-methylpyrrolidine-1-carboxylate